NCC1=NNC(C2=CC=C(C=C12)C=1C=NC=C(C1)OC(F)F)=O 4-(aminomethyl)-6-(5-(difluoromethoxy)pyridin-3-yl)phthalazin-1(2H)-one